6-(4-(tert-Butoxycarbonyl)piperazin-1-yl)-1-(cyclobutylmethyl)-4-oxo-1,4-dihydro-quinoline-3-carboxylic acid ethyl ester C(C)OC(=O)C1=CN(C2=CC=C(C=C2C1=O)N1CCN(CC1)C(=O)OC(C)(C)C)CC1CCC1